2-morpholinoethyl (S)-2-amino-3-hydroxy-3-methylbutanoate N[C@H](C(=O)OCCN1CCOCC1)C(C)(C)O